6-(3-(2-(1-(3,4-difluorophenyl)cyclopropoxy)acetyl)-3,8-diazabicyclo[3.2.1]octan-8-yl)nicotinonitrile FC=1C=C(C=CC1F)C1(CC1)OCC(=O)N1CC2CCC(C1)N2C2=NC=C(C#N)C=C2